methyl (2R,3S,5R)-5-methyl-3-(methylsulfonamido)-2-(((6-(thiazol-2-yl)bicyclo[4.1.0]heptan-3-yl)oxy)methyl)pyrrolidine-1-carboxylate C[C@@H]1C[C@@H]([C@@H](N1C(=O)OC)COC1CC2CC2(CC1)C=1SC=CN1)NS(=O)(=O)C